CN(CCOC1=C(C=C2C(=NC=NC2=C1)OC1=CC=C(C=C1)NC(CN1N=NC(=C1)C(C)C)=O)OC)C N-(4-((7-(2-(dimethylamino)ethoxy)-6-methoxyquinazolin-4-yl)oxy)phenyl)-2-(4-isopropyl-1H-1,2,3-triazol-1-yl)acetamide